CN1N=CC2=C1N=C(NC2=O)CSC2=NC1=NC=CN=C1C(N2CCC2=CC=CC=C2)=O 2-(((1-Methyl-4-oxo-4,5-dihydro-1H-pyrazolo[3,4-d]pyrimidin-6-yl)methyl)thio)-3-phenethylpteridin-4(3H)-one